N1-(2-(4-(2-(ditetradecylamino)ethyl)piperazin-1-yl)ethyl)-N1,N2,N2-trinonylethane-1,2-diamine C(CCCCCCCCCCCCC)N(CCN1CCN(CC1)CCN(CCN(CCCCCCCCC)CCCCCCCCC)CCCCCCCCC)CCCCCCCCCCCCCC